(R)-(1-Methylhexahydropyridazin-4-yl)carbamic acid tert-butyl ester C(C)(C)(C)OC(N[C@H]1CNN(CC1)C)=O